C(C)(C)(C)OC(=O)N1C[C@H](CCC1)N1C(NC2=C1C=C(C(=C2)C=2C=C(C=1N(C2)N=CN1)OC)C(C)C)=O (S)-3-(6-isopropyl-5-(8-methoxy-[1,2,4]triazolo[1,5-a]pyridin-6-yl)-2-oxo-2,3-dihydro-1H-benzo[d]imidazol-1-yl)piperidine-1-carboxylic acid tert-butyl ester